Methacrylic acid-2-ethylhexyl ester C(C)C(COC(C(=C)C)=O)CCCC